N1(CCC1)S(=O)(=O)C1=C(OCC2CCN(CC2)C(=O)NC([2H])([2H])[2H])C=CC(=C1)CN1CC2=CC=CC=C2C1 4-((2-(azetidin-1-ylsulfonyl)-4-(isoindolin-2-ylmethyl)phenoxy)methyl)-N-(methyl-d3)piperidine-1-carboxamide